N1C(=NC2=C1C=CC=C2)CCNC[C@@H](F)C=2SC=1N=CN=C(C1N2)NCC2=NC=CC=C2F 2-[(1R)-2-{[2-(1H-1,3-benzodiazol-2-yl)ethyl]amino}-1-fluoroethyl]-N-[(3-fluoropyridin-2-yl)methyl]-[1,3]thiazolo[5,4-d]pyrimidin-7-amine